1-(4-(2-(2-((2-hydroxy-2-methylpropyl)amino)pyridin-4-yl)furo[3,2-b]pyridin-7-yl)pyridin-2-yl)azetidin-3-ol OC(CNC1=NC=CC(=C1)C1=CC2=NC=CC(=C2O1)C1=CC(=NC=C1)N1CC(C1)O)(C)C